COC1=NC=CC(=C1C(NC1=CC=C(C=C1)N1CCN(CC1)CCOC)=O)NC1=C2C(=CN=C1)N(C=C2)C(=O)OC(C)(C)C tert-Butyl 4-((2-methoxy-3-((4-(4-(2-methoxyethyl)piperazin-1-yl)phenyl)carbamoyl)pyridin-4-yl)amino)-1H-pyrrolo[2,3-c]pyridine-1-carboxylate